NC=1N=C(C=C2C=C(N=CC12)NC(=O)[C@H]1[C@@H](C1)C=1C=NN(C1)C)C1=C(C=CC(=C1)C#N)C trans-N-[8-amino-6-(5-cyano-2-methylphenyl)-2,7-naphthyridin-3-yl]-2-(1-methyl-1H-pyrazol-4-yl)cyclopropane-1-carboxamide